4-oxohexahydro-5H-furo[2,3-c]pyrrole-5,6-dicarboxylate O=C1C2C(C(N1C(=O)[O-])C(=O)[O-])OCC2